Bicyclo[2.2.2]oct-5-ene-2,3-dicarboximide C12C3C(C(C=C1)CC2)C(NC3=O)=O